BrC1=C(C2=C(N1C(=O)O)C=C(S2)C(=O)O)CC 5-bromo-6-ethyl-4H-thieno[3,2-b]Pyrrole-2,4-dicarboxylic acid